2-propylheptyl phthalate C(C=1C(C(=O)[O-])=CC=CC1)(=O)OCC(CCCCC)CCC